(2-iodo-1H-indol-5-yl)methanol IC=1NC2=CC=C(C=C2C1)CO